N1=CC(=CC=C1)/C=C/CC(=O)NC1=CC=C(C(=O)NC2=C(C=C(C=C2)F)N)C=C1 4-((E)-4-(pyridin-3-yl)but-3-enamido)-N-(2-amino-4-fluorophenyl)benzamide